COC1=NC=C(C2=C1N=C(S2)[NH-])N2CC1(C2)OCCC1 [4-methoxy-7-(5-oxa-2-aza-spiro[3.4]oct-2-yl)-thiazolo[4,5-c]pyridin-2-yl]-amid